[125I]-iodotyrosine methyl ester COC([C@@H](N[125I])CC1=CC=C(C=C1)O)=O